(S)-methyl 2-(2-(3-(5-((dicyclopropylmethyl)carbamoyl)-4H-1,2,4-triazol-3-yl)phenyl)oxazole-5-carboxamido)-3-methylbutanoate C1(CC1)C(C1CC1)NC(=O)C=1NC(=NN1)C=1C=C(C=CC1)C=1OC(=CN1)C(=O)N[C@H](C(=O)OC)C(C)C